2-{3-[3-(2-hydroxypropan-2-yl)-4-methylpiperazin-1-yl]-1,2,4-triazin-6-yl}-5-{6-[(2H3)methyloxy]pyrimidin-4-yl}phenol OC(C)(C)C1CN(CCN1C)C=1N=NC(=CN1)C1=C(C=C(C=C1)C1=NC=NC(=C1)OC([2H])([2H])[2H])O